5-tert-butyl-N-[(5S)-2-{2-[1-(propan-2-yl)-1H-pyrazol-4-yl]-3H-imidazo[4,5-b]pyridin-7-yl}-6,7,8,9-tetrahydro-5H-benzo[7]annulen-5-yl]-1,2-oxazole-3-carboxamide C(C)(C)(C)C1=CC(=NO1)C(=O)N[C@H]1CCCCC2=C1C=CC(=C2)C2=C1C(=NC=C2)NC(=N1)C=1C=NN(C1)C(C)C